COC=1C=C(C=CC1)C1=CC(=NC=N1)N1C2=CC=CC=C2OC=2C=CC=CC12 10-(6-(3-methoxyphenyl)pyrimidin-4-yl)-10H-phenoxazin